BrC=1C(=C(COC2=CC=3CC4C(C3C=C2)C4C(=O)OCC)C(=CC1)F)F 4-(3-bromo-2,6-difluoro-benzyloxy)-1,1a,6,6a-tetrahydro-cyclopropa[a]indene-1-carboxylic acid, ethyl ester